FC(C=1N=C(C2=C(N1)C=C(C=N2)CN2CC(CC2)O)NC=2C(=C(C=CC2)C2=C(C(=CC=C2)C=2OC1=C(N2)C=C(C=C1C#N)C=O)C)C)F 2-(3'-(2-(Difluoromethyl)-7-((3-hydroxypyrrolidin-1-yl)methyl)pyrido[3,2-d]pyrimidin-4-ylamino)-2,2'-dimethylbiphenyl-3-yl)-5-formylbenzo[d]oxazole-7-carbonitrile